N-((5-(1,3,4-thiadiazol-2-yl)pyridin-2-yl)methyl)-2-amino-N'-cyclopropyl-3-(methyl-d3)-N'-(pyrimidin-2-yl)quinoline-6-hydrazide S1C(=NN=C1)C=1C=CC(=NC1)CN(N(C1=NC=CC=N1)C1CC1)C(=O)C=1C=C2C=C(C(=NC2=CC1)N)C([2H])([2H])[2H]